[Si](C)(C)(C(C)(C)C)OCC=1C=C(C=NC1C)C(CC(=O)OCC)C1=C(C=2N(C=C1)C(=NN2)C(F)(F)F)C Ethyl 3-(5-(((tert-butyldimethylsilyl)oxy)methyl)-6-methylpyridin-3-yl)-3-(8-methyl-3-(trifluoromethyl)-[1,2,4]triazolo[4,3-a]pyridin-7-yl)propanoate